C1NC[C@@H]2[C@H]3[C@H]4[C@@H]([C@@H]([C@H]12)C=C3)C4 (3aR,4R,4aR,5aS,6S,6aS)-1,2,3,3a,4,4a,5,5a,6,6a-decahydro-4,6-ethenocyclopropa[f]isoindole